1-ethyl-3-methyl-1H-pyrazole-5-carboxylate C(C)N1N=C(C=C1C(=O)[O-])C